1-(3-Chlorophenyl)-N-(cyclopropylmethyl)-6-(2-ethyl-6-methyl-1,2,3,4-tetrahydroisoquinolin-7-yl)-7-oxo-4,5,6,7-tetrahydro-1H-pyrazolo[3,4-c]pyridine-3-carboxamide ClC=1C=C(C=CC1)N1N=C(C2=C1C(N(CC2)C2=C(C=C1CCN(CC1=C2)CC)C)=O)C(=O)NCC2CC2